(s)-2-(1-phenyl-1H-pyrazol-4-yl)-N-propyl-N-(pyrrolidin-3-yl)thiazole-4-carboxamide hydrochloride Cl.C1(=CC=CC=C1)N1N=CC(=C1)C=1SC=C(N1)C(=O)N([C@@H]1CNCC1)CCC